(3R,4S)-3-cyclopropyl-4-methyl-2-oxo-1-[6-(2-oxopyridin-1-yl)pyrrolo[1,2-b]pyridazin-4-yl]pyrrolidine-3-carbonitrile C1(CC1)[C@]1(C(N(C[C@H]1C)C=1C=2N(N=CC1)C=C(C2)N2C(C=CC=C2)=O)=O)C#N